C\N=C/1\NC(N2C(C3=CC(=C(C=C3CC2)OC)OC)=C1)=O (E)-2-(methylimino)-9,10-dimethoxy-2,3,6,7-tetrahydro-4H-pyrimido[6,1-a]isoquinolin-4-one